ClC1=CC=C(C=C1)C=1CCC2N(CCNC2)C1 7-(4-chlorophenyl)-2,3,4,8,9,9a-hexahydro-1H-pyrido[1,2-a]pyrazine